methyl (R)-3-((1-(3,6-dimethyl-2-(1-methylcyclopropyl)-4-oxo-3,4-dihydroquinazolin-8-yl)ethyl)amino)-6-fluoropicolinate CN1C(=NC2=C(C=C(C=C2C1=O)C)[C@@H](C)NC=1C(=NC(=CC1)F)C(=O)OC)C1(CC1)C